TRICYCLOHEXYLPHOSPHIN C1(CCCCC1)P(C1CCCCC1)C1CCCCC1